NC=1C=C2C(C(N(C2=CC1)CCN1CCN(CC1)C)=O)(C)C 5-amino-3,3-dimethyl-1-[2-(4-methylpiperazin-1-yl)ethyl]indolin-2-one